S1C=C(C2=C1C=CC=C2)NC(=O)[C@@H]2[C@@H]([C@H]1CC[C@@H]2C1)NC(=O)C=1C(=CC(=C(OC2CCC(CC2)(C(=O)O)C)C1)F)OC (1S,4s)-4-(5-((1S,2R,3S,4R)-3-(benzothien-3-ylcarbamoyl)bicyclo[2.2.1]hept-2-yl)carbamoyl-2-fluoro-4-methoxyphenoxy)-1-methylcyclohexane-1-carboxylic acid